N-(3-(N-(tert-butyl)sulfamoyl)phenyl)-4-(N-(oxetan-3-yl)sulfamoyl)-2-(6-azaspiro[2.5]octan-6-yl)benzamide C(C)(C)(C)NS(=O)(=O)C=1C=C(C=CC1)NC(C1=C(C=C(C=C1)S(NC1COC1)(=O)=O)N1CCC2(CC2)CC1)=O